OC([C@@H](C(=O)OCC1=CC(=C(C(=C1)F)F)F)NC(=O)C=1C=CC2=C(B(OC2)O)C1C)(C)C 3,4,5-trifluorobenzyl (S)-3-hydroxy-2-(1-hydroxy-7-methyl-1,3-dihydrobenzo[c][1,2]oxaborole-6-carboxamido)-3-methylbutanoate